C1=CC=CC=2C3=CC=CC=C3C(C12)COC(=O)N[C@@H](CC(=O)O)C(=O)OC(C)(C)C (S)-3-((((9H-Fluoren-9-yl)methoxy)carbonyl)amino)-4-(tert-butoxy)-4-oxobutyric acid